ClC1=CC=C(C=C1)C1=CC(=C(C(=C1)C(=O)N)NC(CO)=O)C1=CC=C(C=C1)S(N)(=O)=O 4-chloro-4'-(2-hydroxyacetamido)-4''-sulfamoyl-[1,1':3',1''-terphenyl]-5'-carboxamide